NC1CC(CCC1)C amino-3-methylcyclohexane